FC1=CC=C(C=C1)[C@@H]1N(CCC2=CC=CC=C12)C(=O)C1CCC(CC1)NC(OC(C)(C)C)=O (S)-tert-butyl 4-(1-(4-fluorophenyl)-1,2,3,4-tetrahydroisoquinoline-2-carbonyl)cyclohexylcarbamate